(cis)-4-(4-bromo-2-oxo-2,3-dihydro-1H-1,3-benzodiazol-1-yl)-N-(1H-indol-4-yl)cyclohexane-1-carboxamide BrC1=CC=CC=2N(C(NC21)=O)[C@H]2CC[C@H](CC2)C(=O)NC2=C1C=CNC1=CC=C2